C(C1=CC=CC=C1)N(C(=O)NC1=CC(=C(C=C1)F)Cl)CC1=CN=C(C2=CC=CC=C12)OC (S)-1-benzyl-3-(3-chloro-4-fluorophenyl)-1-((1-methoxyisoquinolin-4-yl)methyl)urea